1-(7-(3-chloro-5-(trifluoromethyl)benzyl)-2,7-diazaspiro[4.4]nonane-2-carbonyl)-N-methyl-1H-pyrazole-3-carboxamide ClC=1C=C(CN2CC3(CCN(C3)C(=O)N3N=C(C=C3)C(=O)NC)CC2)C=C(C1)C(F)(F)F